C(C)(C)(C)OC(=O)NC1CCC(CC1)N(C(OC(C)(C)C)=O)CC(C1=CC=CC=C1)C=1C=C(C(=CC1)Cl)C1=C(C(=CC=C1C(N)=O)OC=1C=NC=CC1)F tert-Butyl ((1r,4r)-4-((tert-butoxycarbonyl)amino)cyclohexyl)(2-(6'-carbamoyl-6-chloro-2'-fluoro-3'-(pyridin-3-yloxy)-[1,1'-biphenyl]-3-yl)-2-phenylethyl)carbamate